4-chloro-6-(4-fluorophenyl)quinoline ClC1=CC=NC2=CC=C(C=C12)C1=CC=C(C=C1)F